N-([1,1'-biphenyl]-4-yl)-9,9-dimethyl-N-(4-(9-(3-vinylphenyl)-9H-carbazol-3-yl)phenyl)-9H-fluoren-2-amine C1(=CC=C(C=C1)N(C1=CC=2C(C3=CC=CC=C3C2C=C1)(C)C)C1=CC=C(C=C1)C=1C=CC=2N(C3=CC=CC=C3C2C1)C1=CC(=CC=C1)C=C)C1=CC=CC=C1